{4-[(E)-(S)-(16,18-Diaza-tricyclo[13.2.1.02,7]octadeca-1(17),2,4,6,11,15(18)-hexaen-14-yl)carbamoyl]-cyclohexylmethyl}-carbamic acid tert-butyl ester C(C)(C)(C)OC(NCC1CCC(CC1)C(N[C@H]1C/C=C/CCCC2=CC=CC=C2C2=CNC1=N2)=O)=O